tert-butyl ((5-bromo-1-(pyridin-3-ylsulfonyl)-1H-pyrrol-3-yl)methyl)(methyl)carbamate BrC1=CC(=CN1S(=O)(=O)C=1C=NC=CC1)CN(C(OC(C)(C)C)=O)C